CC1=CNC2=NC=C(C=C21)C2=CC(=C1CN(CC1=C2)C(NC=2C=NC=CC2)=O)[C@H]2N(CCC2)C(=O)OC(C)(C)C tert-butyl (S)-2-(6-(3-methyl-1H-pyrrolo[2,3-b]pyridin-5-yl)-2-(pyridin-3-ylcarbamoyl)isoindolin-4-yl)pyrrolidine-1-carboxylate